CC=1C=CC2=C(S(N=C(O2)C2=CC=CC=C2)(=O)=O)C1 7-methyl-3-phenylbenzo[e][1,4,3]oxathiazine-1,1-dioxide